5-chloro-1-((5-(4-fluoro-3-methoxyphenyl)pyridin-2-yl)methyl)-1H-indazole ClC=1C=C2C=NN(C2=CC1)CC1=NC=C(C=C1)C1=CC(=C(C=C1)F)OC